2-[5-Chloro-2-[[5-(6-ethyl-2,6-diazaspiro[3.3]heptan-2-yl)pyridin-2-yl]amino]pyrimidin-4-yl]-5-methylspiro[6H-thieno[3,2-c]pyridine-7,1'-cyclopropane]-4-one ClC=1C(=NC(=NC1)NC1=NC=C(C=C1)N1CC2(C1)CN(C2)CC)C2=CC=1C(N(CC3(CC3)C1S2)C)=O